N-(3-(3-((2,6-Dioxopiperidin-3-yl)amino)phenyl)prop-2-yn-1-yl)-5-(8-(4-isopropyl-1,3-dimethyl-2-oxo-2,3-dihydro-1H-imidazo[4,5-c]pyridin-6-yl)isoquinolin-3-yl)picolinamide O=C1NC(CCC1NC=1C=C(C=CC1)C#CCNC(C1=NC=C(C=C1)C=1N=CC2=C(C=CC=C2C1)C1=CC2=C(C(=N1)C(C)C)N(C(N2C)=O)C)=O)=O